5-[4-cyclopropyl-6-(trideuteriomethoxy)pyrimidin-5-yl]-1H-pyrazolo[4,3-d]pyrimidine C1(CC1)C1=NC=NC(=C1C=1N=CC2=C(N1)C=NN2)OC([2H])([2H])[2H]